C(C)[Al](Cl)CC diethylchloroAluminum